6-((6s,8r)-7-(2,2-difluoropropyl)-8-methyl-6,7,8,9-tetrahydro-3H-pyrazolo[4,3-f]isoquinolin-6-yl)-N-(1-(3-fluoropropyl)azetidin-3-yl)pyridin-3-amine FC(CN1[C@@H](C2=CC=C3C(=C2C[C@H]1C)C=NN3)C3=CC=C(C=N3)NC3CN(C3)CCCF)(C)F